C(=O)(O)C(O)C(O)C(=O)O.ClC1=CC=C(C=C1)C1=CC=C(N1C1=C(C=CC=C1)C(F)(F)F)C1=CC=C(C(=O)NCCN(C)C)C=C1 (R)-4-[5-(4-chlorophenyl)-1-[2-(trifluoromethyl)phenyl]pyrrol-2-yl]-N-[2-(dimethylamino)ethyl]benzamide tartrate